2,4-O-(3,4-dimethylbenzylidene)-D-sorbitol CC1=C(C=C(C=C1)C2O[C@H]([C@H]([C@H](O2)[C@@H](CO)O)O)CO)C